(12aR)-12-[(3,4-Difluorophenyl)(2-methylsulfanylphenyl)methyl]-3,4,12,12a-tetrahydro-1H-[1,4]oxazino[3,4-c]pyrido[2,1-f][1,2,4]triazin-6,8-dion FC=1C=C(C=CC1F)C(N1N2C(C(N3[C@H]1COCC3)=O)=CC(C=C2)=O)C2=C(C=CC=C2)SC